6-(trifluoromethyl)-3-pyridazineacetic acid FC(C1=CC=C(N=N1)CC(=O)O)(F)F